[4-(5,7-dimethoxy-4-oxo-3,4-dihydro-quinazolin-2-yl)-2,6-dimethyl-phenoxy]-ethylcarbonyl chloride COC1=C2C(NC(=NC2=CC(=C1)OC)C1=CC(=C(OCCC(=O)Cl)C(=C1)C)C)=O